C1(CC1)C=1C=NN2C1N=C(C=C2NCC=2N(C=C(N2)C2=NC=CC=C2)C)NC[C@@H]2[C@H](CNCC2)O (3R,4R)-4-(((3-cyclopropyl-7-(((1-methyl-4-(pyridin-2-yl)-1H-imidazol-2-yl)methyl)amino)pyrazolo[1,5-a]pyrimidin-5-yl)amino)methyl)piperidin-3-ol